2-(2-(methylamino)ethyl)morpholine-4-carboxylate CNCCC1CN(CCO1)C(=O)[O-]